C12(CC(C1)C2)N2N=CC(=C2)N2N=CC1=CC(=C(C=C21)N2CCC(CC2)(O)C2COCC2)Cl 1-(1-(1-(bicyclo[1.1.1]pentan-1-yl)-1H-pyrazol-4-yl)-5-chloro-1H-indazol-6-yl)-4-(tetrahydrofuran-3-yl)piperidin-4-ol